NC1=C(N=CC2=C(C(=CC=C12)F)C1=C(N=CS1)C(F)(F)F)C(=O)NCCC 4-amino-7-fluoro-N-propyl-8-(4-(trifluoromethyl)thiazol-5-yl)isoquinoline-3-carboxamide